C(C)(C)(C)OC(=O)NC(C(=O)O)CC1=CC=C(C=C1)[N+](=O)[O-] 2-((tert-butoxycarbonyl)amino)-3-(4-nitrophenyl)propionic acid